C(CCNC([C@@H](O)C(C)(C)CO)=O)(=O)O.[Ca] calcium d-pantothenic acid